C[C@H]1N([C@H](CN(C1)C1=NC=C(C=N1)C(F)(F)F)C)C(=O)NC1CC2(CN(C2)CCCCC2=CC=CC=C2)C1 (2R,6S)-2,6-dimethyl-N-[2-(4-phenylbutyl)-2-azaspiro[3.3]heptan-6-yl]-4-[5-(trifluoromethyl)pyrimidin-2-yl]piperazine-1-carboxamide